FC(CC=1N=C2C(=NC=NC2=NC1)N1CC2(C1)CCN(CC2)C(=O)OC(C)(C)C)(F)F tert-butyl 2-[6-(2,2,2-trifluoroethyl)pteridin-4-yl]-2,7-diazaspiro[3.5]nonane-7-carboxylate